tert-butyl (R)-4-(6-((6-(4-(1-(3-(tert-butyl)-1,2,4-oxadiazole-5-carboxamido)ethyl)-3-methylphenyl)pyrimidin-4-yl)amino)pyridin-3-yl)-3,3-dimethylpiperazine-1-carboxylate C(C)(C)(C)C1=NOC(=N1)C(=O)N[C@H](C)C1=C(C=C(C=C1)C1=CC(=NC=N1)NC1=CC=C(C=N1)N1C(CN(CC1)C(=O)OC(C)(C)C)(C)C)C